2-(p-dimethylaminophenyl)benzo[4,5]benzoAzole CN(C1=CC=C(C=C1)C=1NC2=C(C1)C=CC1=C2C=CC=C1)C